C1(CC1)C=1C=CC(=C(C1)NC(NC1=C(C=C(OC2=CC(=NC=C2)NC(CO)=O)C=C1)F)=O)F N-(4-{4-[3-(5-Cyclopropyl-2-fluoro-phenyl)-ureido]-3-fluoro-phenoxy}-pyridin-2-yl)-2-hydroxy-acetamide